C(C1=CC=CC=C1)NC(=O)C1(CCOCC1)N(C(C=C)=O)C=1C=C2C=NN(C2=CC1)C N-Benzyl-4-(N-(1-methyl-1H-indazol-5-yl)acrylamido)tetrahydro-2H-pyran-4-carboxamide